C(C)(C)(C)OC(=O)N1C2(CC(C1)(C2)CN2CCOCC2)C(=O)OC Methyl 2-(tert-butoxycarbonyl)-4-(morpholinomethyl)-2-azabicyclo[2.1.1]hexane-1-carboxylate